OC1=CC=C(C=C1)C(C)(C)C1=CC=CC=C1 (2-(4-hydroxyphenyl)propan-2-yl)benzene